C(C)(C)(C)OC(=O)N1[C@H]2C[C@]2(C[C@H]1C(=O)OCC1=CC=CC=C1)COCC(=O)OCC (1S,3S,5R)-5-((2-ethoxy-2-oxoethoxy)methyl)-2-azabicyclo[3.1.0]hexane-2,3-dicarboxylic acid 3-benzyl ester 2-(tert-butyl) ester